C(C)N(CC)CC1OCCN(C1)C1=C(C=NC=2NC3=C(C=C(C(=C3C21)F)F)NC)C=2C=C1C(C(=CN(C1=NC2)C)C(=O)O)=O 6-(4-(2-((diethylamino)methyl)morpholino)-5,6-difluoro-8-(methylamino)-9H-pyrido[2,3-b]indol-3-yl)-1-methyl-4-oxo-1,4-dihydro-1,8-naphthyridine-3-carboxylic acid